CN1C[C@@H]2N(C3=C(OC2)C=C2C(=N3)C(=NC=N2)NC2=CC(=C(C=C2)OC=2C=NC(=CC2)C)C)CC1 (S)-3-methyl-N-(3-methyl-4-((6-methylpyridin-3-yl)oxy)phenyl)-1,2,3,4,4a,5-hexahydropyrazino[1,2-d]pyrimido[4',5':5,6]pyrido[3,2-b][1,4]oxazin-11-amine